C1(CC1)COC1=CC=C(C=N1)B(O)O (6-(cyclopropylmethoxy)-3-pyridyl)boronic acid